OB1C2=C(C=NO1)C=C(C=C2)C2=C(O[C@@H](C)C=1C=C(C=C3C(C(=C(OC13)N1CCCCC1)C)=O)C)C=CC=C2 (S)-8-(1-(2-(1-hydroxy-1H-benzo[d][1,2,6]oxazaborinin-6-yl)phenoxy)ethyl)-3,6-dimethyl-2-(piperidin-1-yl)-4H-chromen-4-one